C(C=C)[Se][Se]CC=C allyl diselenide